COC1=CC2=C(N=C(S2)C2=C3N=CC(=NC3=CC(=C2)C)OC)C(=C1)C(C(C)(C)C)O 1-(6-methoxy-2-(2-methoxy-7-methylquinoxalin-5-yl)benzo[d]Thiazol-4-yl)-2,2-dimethylpropan-1-ol